methylene-3-(3,5-di-t-butyl-4-Hydroxyphenyl)propionate C=C(C(=O)[O-])CC1=CC(=C(C(=C1)C(C)(C)C)O)C(C)(C)C